F[C@H]1[C@H](N(C1)C(=O)[C@H]1[C@@](C1)(C1=C(C=C(C=C1)F)C1=C(C=CC=C1F)F)F)CNS(NC)(=O)=O N-({(2R,3R)-3-fluoro-1-[(1S,2S)-2-fluoro-2-(2',5,6'-trifluoro[1,1'-biphenyl]-2-yl)cyclopropane-1-carbonyl]azetidin-2-yl}methyl)-N'-methylsulfuric diamide